Cl.Cl.Cl.ClC=1C=C(C=CC1Cl)N1N=C(C(C1)C)NC(CCCNC(CN1CCN(CC1)CC1CCNCC1)=O)=O N-(1-(3,4-dichlorophenyl)-4-methyl-4,5-dihydro-1H-pyrazol-3-yl)-4-(2-(4-(piperidin-4-ylmethyl)piperazin-1-yl)acetamido)butanamide trihydrochloride